N-((1s,4s)-4-((7-Morpholino-1,6-naphthyridin-5-yl)oxy)cyclohexyl)imidazo[1,2-b]pyridazin-6-amine O1CCN(CC1)C1=NC(=C2C=CC=NC2=C1)OC1CCC(CC1)NC=1C=CC=2N(N1)C=CN2